(Z)-7-(5-(4-chlorobenzyl)-4-oxo-2-thioxo-thiazolidin-3-yl)-N-hydroxyheptanamide ClC1=CC=C(CC2C(N(C(S2)=S)CCCCCCC(=O)NO)=O)C=C1